CC1=NN(C=C1NC1=NC=C(C(=N1)NCCCN1CCOCCC1=O)C(F)(F)F)[C@H]1CN(CC1)C (R)-4-(3-((2-((3-methyl-1-(1-methylpyrrolidin-3-yl)-1H-pyrazol-4-yl)amino)-5-(trifluoromethyl)pyrimidin-4-yl)amino)propyl)-1,4-oxazepan-5-one